fluoro-decane FCCCCCCCCCC